C(C=C)(=O)OCCC α-n-propyl acrylate